N[C@H](C(=O)O)C(C(C)C)C1=CNC2=CC=CC=C12 (2S)-2-amino-3-(1H-indol-3-yl)-4-methylpentanoic acid